(2R,3R,4S,5R,6R)-6-((5-(tert-butyl)isoxazol-3-yl)methyl)-4-(4-(2,3-difluoro-4-methoxyphenyl)-1H-1,2,3-triazol-1-yl)-2-(hydroxymethyl)-5-methoxytetrahydro-2H-pyran-3-ol C(C)(C)(C)C1=CC(=NO1)C[C@@H]1[C@@H]([C@H]([C@H]([C@H](O1)CO)O)N1N=NC(=C1)C1=C(C(=C(C=C1)OC)F)F)OC